C1NCC12OCCNC2 5-oxa-2,8-diaza-spiro[3.5]nonane